tert-butyl 4-(4-((4-(4-(tert-butoxycarbonyl)piperazin-1-yl)-2-methylphenyl)carbamoyl)phenyl)piperazine-1-carboxylate C(C)(C)(C)OC(=O)N1CCN(CC1)C1=CC(=C(C=C1)NC(=O)C1=CC=C(C=C1)N1CCN(CC1)C(=O)OC(C)(C)C)C